C(CCCCCCCCCCCCCCC)N(O)CCCCCCCCCCCCCCCCC N-hexadecyl-N-heptadecylhydroxylamine